FC(OC[C@]1(OC2=C(C1)C=C(C(=C2)N2CCOCC2)NC(=O)C=2C=NN1C2N=CC=C1)C)F N-[(2S)-2-(difluoromethoxymethyl)-2-methyl-6-morpholino-3H-benzofuran-5-yl]pyrazolo[1,5-a]pyrimidine-3-carboxamide